NC=1C(=C(C(=O)NC2=NN=NN2C)C(=CC1Br)F)C 3-amino-4-bromo-6-fluoro-2-methyl-N-(1-methyl-1H-tetrazol-5-yl)benzamide